CC1=CC=CC(=N1)C1=NC=CC(=N1)NC1=NC(=NC=C1)NC1=CC=C(C=N1)C(=O)O 6-[[4-[[2-(6-methyl-2-pyridyl)pyrimidin-4-yl]amino]pyrimidin-2-yl]amino]pyridine-3-carboxylic acid